(benzenesulfonyloxy)-4-chlorophenyl-acetonitrile C1(=CC=CC=C1)S(=O)(=O)OC(C#N)C1=CC=C(C=C1)Cl